C(OC1=CC=C(C=C1)[N+](=O)[O-])(OCCCCC(F)(F)F)=O 4-nitrophenyl (5,5,5-trifluoropentyl) carbonate